(3R,6S)-3,6-bis(4-(bis((9Z,12Z)-2-hydroxyoctadeca-9,12-dien-1-yl)amino)butyl)piperazine-2,5-dione OC(CN(CCCC[C@@H]1C(N[C@H](C(N1)=O)CCCCN(CC(CCCCCCC=CCC=CCCCCC)O)CC(CCCCCC\C=C/C\C=C/CCCCC)O)=O)CC(CCCCCC\C=C/C\C=C/CCCCC)O)CCCCCC\C=C/C\C=C/CCCCC